OCCN(CCCCCCCC(=O)OC(CCCCCCCC)CCCCCCCC)CCCCCC(OCCCCCCCCCCC)=O 9-heptadecanyl 8-{(2-hydroxyethyl)[6-oxo-6-(undecyloxy) hexyl]amino}octanoate